2-(3-{[4-(ethanesulfonyl)-phenyl]amino}prop-1-yn-1-yl)-N-[1-(2-methoxyethyl)piperidin-4-yl]-1-(2,2,2-trifluoroethyl)-1H-indol-4-amine C(C)S(=O)(=O)C1=CC=C(C=C1)NCC#CC=1N(C=2C=CC=C(C2C1)NC1CCN(CC1)CCOC)CC(F)(F)F